1-(p-tolyl)but-2-en-1-one C1(=CC=C(C=C1)C(C=CC)=O)C